NC=1C=C(C=CC1)CCN1[C@H](O[C@@H](C1=O)C)C=1C(=NN(C1)C1=CC=C(C=C1)Br)C1=CC=C(C=C1)F (2R,5R)-3-(3-aminophenylethyl)-2-(1-(4-bromophenyl)-3-(4-fluorophenyl)-1H-pyrazol-4-yl)-5-methyloxazolidin-4-one